ClC=1C=C(C=CC1F)C=1C=C2C(=NC1)NC(N2CC2=CC=C(C=C2)F)=O 6-(3-chloro-4-fluoro-phenyl)-1-[(4-fluorophenyl)methyl]-3H-imidazo[4,5-b]pyridin-2-one